BrC1=C(C=CC2=CC=CC=C12)C(=O)NCCCCCCCCCCC 1-Bromo-N-undecyl-2-naphthamide